5,6-dihydroxy-2-methyl-isoindole-1,3-dione OC=1C=C2C(N(C(C2=CC1O)=O)C)=O